ClC1=NC(=NC(=C1C1OCCO1)Cl)C 4,6-dichloro-5-(1,3-dioxolane-2-yl)-2-methylpyrimidine